N-cyclopropyl-4-(2,5-dimethylpyrrol-1-yl)-2-hydroxy-6-methoxy-benzamide C1(CC1)NC(C1=C(C=C(C=C1OC)N1C(=CC=C1C)C)O)=O